[N+](=O)([O-])C1=CC=C(C=C1)C=CC(=O)NC1=CC=C(C=C1)S(=O)(=O)N1CCCC1 3-(4-nitrophenyl)-N-[4-(1-pyrrolidinylsulfonyl)phenyl]acryl-amide